5-(3-((2S,3S)-2-((S)-2-amino-5-(2-nitro-1H-imidazol-1-yl)pentanamido)-3-methylpentanamido)propoxy)pentanoic acid N[C@H](C(=O)N[C@H](C(=O)NCCCOCCCCC(=O)O)[C@H](CC)C)CCCN1C(=NC=C1)[N+](=O)[O-]